P(=S)#SC[C@H](N)C(=O)O thiophosphoryl-cysteine